4-[(E)-3-[4-(2,5-Dioxopyrrol-1-yl)phenyl]-3-oxoprop-1-enyl]benzoic acid O=C1N(C(C=C1)=O)C1=CC=C(C=C1)C(/C=C/C1=CC=C(C(=O)O)C=C1)=O